N-(4-(N-(1-(bicyclo[2.2.2]octan-2-yl)ethyl)sulfamoyl)-5-methoxy-2-methylphenyl)-2-methylbenzamide C12C(CC(CC1)CC2)C(C)NS(=O)(=O)C2=CC(=C(C=C2OC)NC(C2=C(C=CC=C2)C)=O)C